CC1=C(C=CC(=C1)COCC(=O)NC([O-])=O)C1=CC=CC=C1 (E)-N-((2-methyl-[1,1'-biphenyl]-4-yl)methoxy)acetylcarbamate